FC(C(=O)O)(F)F.CN[C@H](/C=C/C(=O)OCC)C ethyl (S,E)-4-(methylamino)pent-2-enoate 2,2,2-trifluoroacetic acid salt